N-[Trans-(7SR,9SR)-3-cyclopropyl-5-(2-methylpropylsulfamoyl)-9-[[rac-(1R)-1-(3-methoxyphenyl)ethyl]carbamoylamino]-8,9-dihydro-7H-cyclopenta[h]isochinolin-7-yl]pyridin-3-carboxamid C1(CC1)C=1N=CC2=C3C(=CC(=C2C1)S(NCC(C)C)(=O)=O)[C@H](C[C@@H]3NC(N[C@H](C)C3=CC(=CC=C3)OC)=O)NC(=O)C=3C=NC=CC3 |r|